ClC1=CC(=C(C=C1)C1COC2=CC=CC(=C2C1(F)F)C1CCN(CC1)CC1=NC2=C(N1C[C@H]1OCC1)C=C(C=C2)C(=O)OC)F methyl 2-((4-(3-(4-chloro-2-fluorophenyl)-4,4-difluorochroman-5-yl) piperidin-1-yl) methyl)-1-(((S)-oxetan-2-yl) methyl)-1H-benzo[d]imidazole-6-carboxylate